ClC1=CC(=C(C=C1Cl)O)[C@@H](C1CCNCC1)O (R)-4,5-dichloro-2-(hydroxy(piperidin-4-yl)methyl)phenol